1-ethylindazol-7-amine C(C)N1N=CC2=CC=CC(=C12)N